1-(4-chlorobutyl)-2H-benzotriazole ClCCCCN1NNC2=C1C=CC=C2